C[C@@]12C(CC[C@H]1[C@@H]1CCC3CC(CC[C@]3(C)[C@H]1CC2)O)O androstane-3,17-diol